NC1=CC=CC(=N1)S(=O)(=O)NC(=O)C=1C(=NC(=CC1)C1=C(C=C(C(=C1)F)OC)F)OC1=C(C=C(C=C1C)C)C N-[(6-Amino-2-pyridyl)sulfonyl]-6-(2,5-difluoro-4-methoxyphenyl)-2-(2,4,6-trimethylphenoxy)pyridin-3-carboxamid